2-(5-(3-chlorophenyl)thiophen-2-yl)-1-(4-methylpiperazin-1-yl)ethan-1-one ClC=1C=C(C=CC1)C1=CC=C(S1)CC(=O)N1CCN(CC1)C